CC(C1=CC=CC=C1)(C)C1=C(C=CC=C1)C1=CC=CC=2NN=NC21 (α,α-dimethylbenzylphenyl)benzotriazole